methyl (Z)-1-(4-amino-2-fluorobut-2-en-1-yl)-4-(3-(N-cyclopropylsulfamoyl)phenyl)-1H-benzo[d]imidazole-6-carboxylate NC\C=C(\CN1C=NC2=C1C=C(C=C2C2=CC(=CC=C2)S(NC2CC2)(=O)=O)C(=O)OC)/F